CC=1C(=CC=C2CN(C(C12)=O)C1C(NC(CC1)=O)=O)C(F)(F)F 3-(7-methyl-1-oxo-6-(trifluoromethyl)isoindolin-2-yl)piperidine-2,6-dione